COC(=O)C\C=C\CN(C(=O)C=1C(=NC(=NC1)C1=CC=CC2=CC=CC=C12)NC1=CC=CC=C1)CC1=CC=CC=C1 (E)-4-(N-benzyl-2-(1-naphthyl)-4-anilinopyrimidine-5-carboxamido)-2-butenecarboxylic acid methyl ester